C(#N)C1=C(C(=C(C(=C1C1=NC(=NC(=C1)C1=CC=CC=C1)C1=CC=CC=C1)C1=CC(=CC=C1)N1C2=CC=C(C=C2C=2C=C(C=CC12)C#N)C#N)N1C2=C(C3=CC=CC=C13)C=CN=C2)N2C1=C(C3=CC=CC=C23)C=CN=C1)C1=CC(=CC=C1)N1C2=CC=C(C=C2C=2C=C(C=CC12)C#N)C#N 9,9'-(2'-cyano-3'-(2,6-diphenylpyrimidin-4-yl)-5',6'-bis(9H-pyrido[3,4-b]indol-9-yl)-[1,1':4',1''-terphenyl]-3,3''-diyl)bis(9H-carbazole-3,6-dicarbonitrile)